(S)-N-(3-hydroxy-1-(methylamino)-1-oxopropan-2-yl)-2-methyl-5-((2-methylthiazol-5-yl)methoxy)benzofuran-3-carboxamide OC[C@@H](C(=O)NC)NC(=O)C1=C(OC2=C1C=C(C=C2)OCC2=CN=C(S2)C)C